C(C)OC(C1=CC(C(=O)OCC)=C(C=C1)C1=C(NC=C1)[N+](=O)[O-])=O.NC1CCC(CC1)C1=CC(=C2CNC(C2=C1)=O)C1=CC=C(C=C1)OC1=CC=CC=C1 6-(4-aminocyclohexyl)-4-(4-phenoxyphenyl)isoindolin-1-one diethyl-4-(2-nitro-1H-pyrrol-3-yl)isophthalate